FS(C1=CC(=CC=C1)N=C=O)(F)(F)(F)F pentafluoro(3-isocyanatophenyl)-λ6-sulfane